4-benzyloxymethoxy-1-methylbutylmagnesium bromide C(C1=CC=CC=C1)OCOCCCC(C)[Mg]Br